allylcholine C(C=C)OCC[N+](C)(C)C